3-fluoro-4-(3-methyl-1,2,4-triazol-1-yl)aniline tert-butyl-(5-(2-(2-aminopyridin-3-yl)-6-phenyl-1H-benzo[d]imidazol-1-yl)pyridin-2-yl)carbamate C(C)(C)(C)N(C(O)=O)C1=NC=C(C=C1)N1C(=NC2=C1C=C(C=C2)C2=CC=CC=C2)C=2C(=NC=CC2)N.FC=2C=C(N)C=CC2N2N=C(N=C2)C